C1CC1N2C=C(C(=O)C3=CC(=C(C=C32)N4CCNCC4)F)C(=O)O.O.Cl The molecule is the monohydrate form of ciprofloxacin monohydrochloride. It has a role as an EC 5.99.1.3 [DNA topoisomerase (ATP-hydrolysing)] inhibitor, an antibacterial drug, a topoisomerase IV inhibitor and an antiinfective agent. It contains a ciprofloxacin hydrochloride (anhydrous).